ClCC1=CC=C(C=C1)N1C(=NC=2C1=NC(=CC2)C2=NC=C(C=N2)C)C=2C(=NC=CC2)N 3-(3-(4-(Chloromethyl)phenyl)-5-(5-methylpyrimidin-2-yl)-3H-imidazo[4,5-b]pyridin-2-yl)pyridin-2-amine